CC=1C=CN2C1C(NC1=C2N=CC(=C1)C=O)=O 7-methyl-6-oxo-5,6-dihydropyrido[3,2-e]pyrrolo[1,2-a]pyrazine-3-carboxaldehyde